Isopropylsorbat C(C)(C)OC(\C=C\C=C\C)=O